FC1=C(C(=CC=C1)F)C1=CC=CC2=C1C(=NO2)N2C(N1C(=C2)C([C@@H](C1)NS(=O)(=O)C)(F)F)=O N-{(6R)-2-[4-(2,6-Difluorophenyl)-1,2-benzoxazol-3-yl]-7,7-difluoro-3-oxo-2,5,6,7-tetrahydro-3H-pyrrolo[1,2-c]imidazol-6-yl}methanesulfonamide